1-benzyl-4,4-dimethylpiperidine-3,5-diol C(C1=CC=CC=C1)N1CC(C(C(C1)O)(C)C)O